4-(((1r,4R)-4-(1H-tetrazol-1-yl)cyclohexyl)amino)-6-(3-cyanopyrrolo[1,2-b]pyridazin-7-yl)-N-((R)-2-fluoro-3-hydroxy-3-methylbutyl)nicotinamide N1(N=NN=C1)C1CCC(CC1)NC1=CC(=NC=C1C(=O)NC[C@H](C(C)(C)O)F)C1=CC=C2N1N=CC(=C2)C#N